xanthenothiophene C=1CSC=2C1C1=CC3=CC=CC=C3OC1=CC2